(2,4-dimethylthiazol-5-yl)methanone CC=1SC(=C(N1)C)C=O